5-((2-hydroxyethyl)(methyl)amino)-thieno[3,2-b]thiophene-2-carbaldehyde OCCN(C1=CC=2SC(=CC2S1)C=O)C